(R)-4-(3-(3-aminopiperidine-1-carbonyl)-1-(1-methyl-1H-indazole-6-yl)-1H-pyrazole-5-yl)benzonitrile N[C@H]1CN(CCC1)C(=O)C1=NN(C(=C1)C1=CC=C(C#N)C=C1)C1=CC=C2C=NN(C2=C1)C